methyl 5-(2-cyclopropyl-3-oxo-1-{[2-(trimethylsilyl) ethoxy] methyl} pyrazol-4-yl)-1-methyl-6-oxopyridine-3-carboxylate C1(CC1)N1N(C=C(C1=O)C1=CC(=CN(C1=O)C)C(=O)OC)COCC[Si](C)(C)C